N-(2-methyl-4-(4,4,5,5-tetramethyl-1,3,2-dioxaborolan-2-yl)benzyl)-5-(1,1,1-trifluoro-2-methylpropan-2-yl)-1,2,4-oxadiazole-3-carboxamide CC1=C(CNC(=O)C2=NOC(=N2)C(C(F)(F)F)(C)C)C=CC(=C1)B1OC(C(O1)(C)C)(C)C